diacetic acid di-ammonium chloride [Cl-].[NH4+].[NH4+].C(C)(=O)O.C(C)(=O)O.[Cl-]